8-(2-((2R,4R)-4-((tert-butyldimethylsilyl)oxy)-6-oxotetrahydro-2H-pyran-2-yl)ethyl)-3,7-dimethyl-1,2,3,7,8,8a-hexahydronaphthalen-1-yl (4-nitrophenyl) carbonate C(OC1CC(C=C2C=CC(C(C12)CC[C@H]1OC(C[C@@H](C1)O[Si](C)(C)C(C)(C)C)=O)C)C)(OC1=CC=C(C=C1)[N+](=O)[O-])=O